(S)-2-amino-3-methylThiobutyrate N[C@H](C(=S)[O-])C(C)C